ClC1=NC=CC(=C1)F 2-chloro-4-fluoropyridine